NC1=NC(=C(C=C1C=1C=C2CCNC(C2=CC1F)=O)C1=CC(=CC=C1)OCC1CC1)F 6-(2-amino-5-(3-(cyclopropylmethoxy)phenyl)-6-fluoropyridin-3-yl)-7-fluoro-3,4-dihydroisoquinolin-1(2H)-one